methyl (2S,3R)-4-[2-(2-{2-[2-(2-{2-[(tert-butyl)(oxycarbonylamino)] ethoxy}ethoxy)ethoxy]ethylamino}-4-chlorophenyl)ethyl]-1-methyl-3-(2-naphthyl)-5-oxo-2-piperazinecarboxylate C(C)(C)(C)OC(=O)NCCOCCOCCOCCNC1=C(C=CC(=C1)Cl)CCN1[C@@H]([C@H](N(CC1=O)C)C(=O)OC)C1=CC2=CC=CC=C2C=C1